C(CC(O)(C(=O)O)CC(=O)O)(=O)O.C(C)OCC1(CCN(CC1)CC1=CC2=C(NC(S2)=O)C=C1)CCC1=CC=CC=C1 6-((4-(ethoxymethyl)-4-phenethylpiperidin-1-yl)methyl)benzo[d]thiazol-2(3H)-one citrate